(S)-2-(6-(2-((3-nitrophenyl)carbamothioyl)hydrazine-1-carboxamido)benzo[d]thiazol-2-yl)-4,5-dihydrothiazole-4-carboxylic acid [N+](=O)([O-])C=1C=C(C=CC1)NC(=S)NNC(=O)NC1=CC2=C(N=C(S2)C=2SC[C@@H](N2)C(=O)O)C=C1